C1(CC1)C(CC(C(=O)N1C[C@@H](N(CC1)C1=CC(=CC=C1)F)C)C)=O 4-cyclopropyl-1-[(3S)-4-(3-fluorophenyl)-3-methyl-piperazin-1-yl]-2-methyl-butane-1,4-dione